C(C(=C)C)(=O)NC(C1=CC=CC=C1)=O N-methacryloyl-benzamide